4-(2-((1-methyl-1H-pyrazol-5-yl)sulfonyl)propan-2-yl)-N-(6-methyl-pyridin-3-yl)piperidine-1-carboxamide CN1N=CC=C1S(=O)(=O)C(C)(C)C1CCN(CC1)C(=O)NC=1C=NC(=CC1)C